C1(=CC=C(C=C1)C(O)O)C(O)O 1,4-benzenedimethanediol